3-(3,5-dimethylisoxazol-4-yl)-4-(2-fluoro-4-nitrophenoxy)pyridine-2-amine CC1=NOC(=C1C=1C(=NC=CC1OC1=C(C=C(C=C1)[N+](=O)[O-])F)N)C